OCCOC[C@@]12C[C@H](N([C@H]2C1)C(=O)OC(C)(C)C)C(=O)OC 2-(tert-butyl) 3-methyl (1S,3S,5R)-5-((2-hydroxyethoxy)methyl)-2-azabicyclo-[3.1.0]hexane-2,3-dicarboxylate